Cl.Cl.CNCCCN(C[C@@H]([C@H]([C@@H]([C@@H](CO)O)O)O)O)C[C@@H]([C@H]([C@@H]([C@@H](CO)O)O)O)O (2R,3R,4R,5S)-6-{[3-(methylamino)propyl][(2S,3R,4R,5R)-2,3,4,5,6-pentahydroxyhexyl]amino}hexane-1,2,3,4,5-pentaol dihydrochloride